NC1=CC=CC(=N1)S(=O)(=O)NC(=O)C=1C(=NC(=C(C1)C)C=1C=NC(=CC1)OC(C)C)N1[C@@H](CC[C@@H]1C)C N-[(6-Amino-2-pyridyl)sulfonyl]-2-[(2R,5S)-2,5-dimethylpyrrolidin-1-yl]-6-(6-isopropoxy-3-pyridyl)-5-methylpyridin-3-carboxamid